adenosine 5'-[γ-thio]triphosphate tetralithium salt [Li+].[Li+].[Li+].[Li+].C1=NC(=C2C(=N1)N(C=N2)[C@H]3[C@@H]([C@@H]([C@H](O3)COP(=O)([O-])OP(=O)([O-])OP(=S)([O-])[O-])O)O)N